ClC1=C(C(=CC=C1Cl)OC)C1=NC2=C(C(=N1)OCC)CCC2 (2,3-dichloro-6-methoxyphenyl)-4-ethoxy-6,7-dihydro-5H-cyclopentapyrimidine